2-((4-Fluoro-2-methylphenyl)amino)-N-(1-methyl-3-(trifluoromethyl)-1H-pyrazol-5-yl)benzamide lithium cobalt-manganese [Mn].[Co].[Li].FC1=CC(=C(C=C1)NC1=C(C(=O)NC2=CC(=NN2C)C(F)(F)F)C=CC=C1)C